5-methoxy-3-[2-nitroprop-1-enyl]-1H-pyrrolo[2,3-c]pyridine COC=1C=C2C(=CN1)NC=C2C=C(C)[N+](=O)[O-]